2-chloro-N4-(3-methoxy-4-(1-methyl-4-(trifluoromethyl)-1H-imidazol-2-yl)benzyl)-N5-methylpyrimidine-4,5-diamine ClC1=NC=C(C(=N1)NCC1=CC(=C(C=C1)C=1N(C=C(N1)C(F)(F)F)C)OC)NC